1-(5-(difluoromethyl)-1,3,4-thiadiazol-2-yl)-4-(4-isobutyrylpiperazin-1-yl)-N-(1-methylcyclobutyl)-1H-indazole-6-sulphonamide FC(C1=NN=C(S1)N1N=CC2=C(C=C(C=C12)S(=O)(=O)NC1(CCC1)C)N1CCN(CC1)C(C(C)C)=O)F